2-(4-(2-((2-Methoxy-4-(4-methylpiperazin-1-yl)phenyl)amino)-7H-pyrrolo[2,3-d]pyrimidin-7-yl)phenyl)isothiazolidine 1,1-dioxide COC1=C(C=CC(=C1)N1CCN(CC1)C)NC=1N=CC2=C(N1)N(C=C2)C2=CC=C(C=C2)N2S(CCC2)(=O)=O